3-nitrobenzylalcohol [N+](=O)([O-])C=1C=C(CO)C=CC1